Cl.CN(CC1C(OCC1)(C1=CC=CC=C1)C1=CC=CC=C1)C (+)-tetrahydro-N,N-dimethyl-2,2-diphenyl-3-furanmethanamine hydrochloride